C(N)(OC(C)(C1=NC=CC=C1)C)=O 1-methyl-1-pyridylethyl carbamate